4-[(1S,4S,5R)-5-[(5-cyclopropyl-3-{spiro[2.5]oct-6-yl}-1,2-oxazol-4-yl)methoxy]-2-azabicyclo[2.2.1]heptan-2-yl]benzoic acid C1(CC1)C1=C(C(=NO1)C1CCC2(CC2)CC1)CO[C@H]1[C@@H]2CN([C@H](C1)C2)C2=CC=C(C(=O)O)C=C2